C(C1=CC=CC=C1)OC1(CC(C1)N1C=CC2=C1N=NC(=C2)Cl)C 7-[(1s,3s)-3-(benzyloxy)-3-methylcyclobutyl]-3-chloro-7H-pyrrolo[2,3-c]pyridazine